(S,E)-7-(Dimethylamino)-1-((1-((6-fluoro-7-isobutyl-3-methyl-1H-pyrrolo[3,2-b]pyridin-2-yl)methyl)-2-oxo-1,2-dihydropyridin-3-yl)amino)-1,7-dioxohept-5-en-2-yl-dimethylcarbamat CN(C(/C=C/CC[C@H](C(=O)NC=1C(N(C=CC1)CC1=C(C2=NC=C(C(=C2N1)CC(C)C)F)C)=O)CN(C([O-])=O)C)=O)C